(S)-N-(1-aminopropan-2-yl)-4-((3-(2,3-difluoro-4-methoxyphenyl)imidazo[1,2-a]pyrazin-8-yl)amino)-2-ethylbenzamide dihydrochloride Cl.Cl.NC[C@H](C)NC(C1=C(C=C(C=C1)NC=1C=2N(C=CN1)C(=CN2)C2=C(C(=C(C=C2)OC)F)F)CC)=O